C(C)(C)(C)[S@@](=O)N[C@H](COC1CC1)C=1C=C(N=NC1Cl)NC(C(C)(C)C)=O N-(5-((S)-1-(((R)-tert-Butylsulfinyl)amino)-2-cyclopropoxyethyl)-6-chloropyridazin-3-yl)pivalamide